4-(3-bromo-5-fluoro-4-methoxyphenyl)tetrahydro-2H-pyran BrC=1C=C(C=C(C1OC)F)C1CCOCC1